FC1(OC2=C(O1)C=CC(=C2)C(C)C2(COC2)C2=NC=CC(=C2)N2N=C(C=1CCCC(C21)O)C(F)(F)F)F 1-[2-[3-[1-(2,2-difluoro-1,3-benzodioxol-5-yl)ethyl]oxetan-3-yl]-4-pyridyl]-3-(trifluoromethyl)-4,5,6,7-tetrahydroindazol-7-ol